2-((8-Bromo-7-fluoro-1-methyl-2-oxo-1,2-dihydroquinolin-4-yl)methyl)isoindoline-1,3-dione BrC=1C(=CC=C2C(=CC(N(C12)C)=O)CN1C(C2=CC=CC=C2C1=O)=O)F